2,6-bis(4-formylchlorophenoxy)naphthalene C(=O)C1=CC(=C(OC2=CC3=CC=C(C=C3C=C2)OC2=C(C=C(C=C2)C=O)Cl)C=C1)Cl